CC=1C=C2C=CN(C2=C(C1)C)C(=O)[O-] 5,7-dimethyl-1H-indole-1-carboxylate